tert-butyl 3-[3-[1-(2,6-dioxo-3-piperidyl)-3-methyl-2-oxo-benzimidazol-4-yl]prop-2-ynoxymethyl]azetidine-1-carboxylate O=C1NC(CCC1N1C(N(C2=C1C=CC=C2C#CCOCC2CN(C2)C(=O)OC(C)(C)C)C)=O)=O